4-(4-chlorophenyl)-5,6-dihydro-2H-pyran-2-one ClC1=CC=C(C=C1)C1=CC(OCC1)=O